tert-butyl N-[6-(N-hydroxycarbamimidoyl)-5-[4-(trifluoromethyl)anilino]pyrazin-2-yl]carbamate ONC(=N)C1=C(N=CC(=N1)NC(OC(C)(C)C)=O)NC1=CC=C(C=C1)C(F)(F)F